C(=O)O.COC1=CC=C(C=C1)C1=NOC(=N1)N1CCN(CC1)C(=O)NCC1CN(CC1)C 4-(3-(4-Methoxyphenyl)-1,2,4-oxadiazol-5-yl)-N-((1-methylpyrrolidin-3-yl)methyl)piperazine-1-carboxamide formate